C[C@]12CC(C[C@](CC1)(N2)C)N(C2=CC=C(N=N2)C2=C(C(=C(C=C2O)C2=CC(N(N=C2)C)=O)F)F)C 5-(4-(6-(((1R,3s,5S)-1,5-dimethyl-8-azabicyclo[3.2.1]octan-3-yl)(methyl)amino)pyridazin-3-yl)-2,3-difluoro-5-hydroxyphenyl)-2-methylpyridazin-3(2H)-one